3,4-diacetoxy-phenyl-L-alanine diethylaminoethyl ester hydrochloride Cl.C(C)N(CC)CCOC([C@@H](NC1=CC(=C(C=C1)OC(C)=O)OC(C)=O)C)=O